1-(trans-4-hydrazinocyclohexyl)azetidine hydrochloride Cl.N(N)[C@@H]1CC[C@H](CC1)N1CCC1